4-methyl-6-(4-(((3s,5r)-3-methyl-5-(4-methyl-1-oxo-1,3-dihydroisobenzofuran-5-yl)piperazin-1-yl)methyl)-1H-1,2,3-triazol-1-yl)pyridine-3-carbonitrile CC1=C(C=NC(=C1)N1N=NC(=C1)CN1C[C@@H](N[C@@H](C1)C=1C(=C2COC(C2=CC1)=O)C)C)C#N